(S)-5-methyl-3-methylene-1-(4-(4,4,5,5-tetramethyl-1,3,2-dioxaborolan-2-yl)phenyl)pyrrolidin-2-one C[C@H]1CC(C(N1C1=CC=C(C=C1)B1OC(C(O1)(C)C)(C)C)=O)=C